tert-butyl N-[(3S,4S)-3-methyl-2-oxa-8-azaspiro[4.5]decan-4-yl]carbamate C[C@@H]1OCC2([C@@H]1NC(OC(C)(C)C)=O)CCNCC2